O=C1NC(CCC1N1C(C2=C(C1)C=C(S2)CNC(NC=2SC=CC2C(=O)OC)=O)=O)=O methyl 2-(3-((5-(2,6-dioxopiperidin-3-yl)-6-oxo-5,6-dihydro-4H-thieno[2,3-c]pyrrol-2-yl)methyl)ureido)thiophene-3-carboxylate